5-[1-(2H3)methyl-1H-pyrazol-4-yl]-2-{3-[3-(propan-2-yl)piperazin-1-yl]-1,2,4-triazin-6-yl}phenol C(N1N=CC(=C1)C=1C=CC(=C(C1)O)C1=CN=C(N=N1)N1CC(NCC1)C(C)C)([2H])([2H])[2H]